5-methyl-2-furamide CC1=CC=C(O1)C(=O)N